5-(bicycloheptenyl)trichlorosilane C1[C@@H]2CC([C@H]1C=C2)[Si](Cl)(Cl)Cl